CN1N=NC2=C1C=CC(=C2C)[C@@H](C(C(=O)OCC)(C)C)C2=CC(=C(C=C2)C)CN2C[C@H](OC1=C(C2)C=NC=C1)CC (S)-ethyl 3-(1,4-dimethyl-1H-benzo[d][1,2,3]triazol-5-yl)-3-(3-(((R)-2-ethyl-2,3-dihydropyrido[3,4-f][1,4]oxazepin-4(5H)-yl)methyl)-4-methylphenyl)-2,2-dimethylpropanoate